C(C)(C)(C)OC(=O)NC=1C=CC(=NC1)[C@@H]1[C@H](C1)C(=O)O (1S,2S)-2-(5-tert-butoxycarbonylamino-pyridin-2-yl)-cyclopropanecarboxylic acid